N-(2,6-dimethylphenyl)-4-[2-hydroxy-3-(2-methoxyphenoxy)propyl]-1-piperazineacetamide (S)-quinuclidin-3-yl-(6-(pyrimidin-5-yl)-1,2,3,4-tetrahydronaphthalen-1-yl)carbamate N12CC(C(CC1)CC2)N(C(O)=O)[C@H]2CCCC1=CC(=CC=C21)C=2C=NC=NC2.CC2=C(C(=CC=C2)C)NC(CN2CCN(CC2)CC(COC2=C(C=CC=C2)OC)O)=O